methylethyl-(prop-2-yn-1-yl)sulfonium bromide [Br-].C[S+](CC#C)CC